bis[p-(3-methacryloxy-2-hydroxypropoxy)phenyl]dimethyl-methane C(C(=C)C)(=O)OCC(COC1=CC=C(C=C1)C(C)(C)C1=CC=C(C=C1)OCC(COC(C(=C)C)=O)O)O